4-((2S,5R)-4-acryloyl-2,5-dimethylpiperazin-1-yl)-7-(2-fluorophenyl)-1-(4,6-diisopropylpyrimidin-5-yl)-6-fluoropyrido[2,3-d]pyrimidin-2(1H)-one C(C=C)(=O)N1C[C@@H](N(C[C@H]1C)C=1C2=C(N(C(N1)=O)C=1C(=NC=NC1C(C)C)C(C)C)N=C(C(=C2)F)C2=C(C=CC=C2)F)C